dimethylsilyl-(cyclopentadienyl)(9-fluorenyl)zirconium dichloride [Cl-].[Cl-].C[SiH](C)[Zr+2](C1C2=CC=CC=C2C=2C=CC=CC12)C1C=CC=C1